C(C)OC(CC(C1=CC2=C(N(N=N2)C)C(=C1)OC)C1=C2CCN(CC2=CC=C1)C(=O)C=1C=CC(=C2C1CCO2)CC)=O 3-[2-(7-Ethyl-2,3-dihydrobenzofuran-4-carbonyl)-1,2,3,4-tetrahydroisoquinolin-5-yl]-3-(7-methoxy-1-methyl-1H-benzo[d][1,2,3]triazol-5-yl)propionic acid ethyl ester